FC(CP)=C beta-fluoroallylphosphine